(S)-5-(1-(2-amino-2-oxoethyl)piperidin-4-yl)-2-(7,8-dimethyl-[1,2,4]Triazolo[1,5-a]Pyridin-6-yl)-3-isopropyl-1H-indole-1-carboxylic acid-pyrrolidin-2-ylmethyl ester ditrifluoroacetate FC(C(=O)O)(F)F.FC(C(=O)O)(F)F.N1[C@@H](CCC1)COC(=O)N1C(=C(C2=CC(=CC=C12)C1CCN(CC1)CC(=O)N)C(C)C)C=1C(=C(C=2N(C1)N=CN2)C)C